C(N)(=O)C1=NN(C2=CC=CC=C12)CC(=O)N[C@H](C(=O)O)C (S)-2-(2-(3-carbamoyl-1H-indazol-1-yl)acetamido)propanoic acid